N1CC(C2=CC=CC=C12)=O indolin-3-one